FC([C@@H]1[C@](CN(CC1)C)(C)COC=1N=C(C2=C(N1)C(=C(N=C2)C2=CC(=CC1=CC=C(C(=C21)CC)F)O)F)N2C[C@@](CCC2)(O)C)F (R)-1-(2-(((3S,4S)-4-(difluoromethyl)-1,3-dimethylpiperidin-3-yl)methoxy)-7-(8-ethyl-7-fluoro-3-hydroxynaphthalen-1-yl)-8-fluoropyrido[4,3-d]pyrimidin-4-yl)-3-methylpiperidin-3-ol